CC1=C2CN(C(C2=CC=C1)=O)C1CCC(CC1)C(=O)O 4-(4-methyl-1-oxo-isoindolin-2-yl)cyclohexanecarboxylic acid